(R)-4-cyano-N-((2-(4-fluoro-1H-pyrazol-1-yl)-1,6-naphthyridin-7-yl)methyl)-4-methylisochroman-6-carboxamide C(#N)[C@@]1(COCC2=CC=C(C=C12)C(=O)NCC1=NC=C2C=CC(=NC2=C1)N1N=CC(=C1)F)C